ClC=1C=C2C(=NN1)NC[C@]1(N2C[C@@H](C1)OC1=C(C=C(C=N1)CO)C)C (6-(((6aS,8R)-2-chloro-6a-methyl-5,6,6a,7,8,9-hexahydropyrrolo[1',2':4,5]pyrazino[2,3-c]pyridazin-8-yl)oxy)-5-methylpyridin-3-yl)methanol